sodium 2-furancarbothioic acid O1C(=CC=C1)C(O)=S.[Na]